1-(pyridazin-3-ylcarbamoyl)-6-azaspiro[2.5]octane-6-carboxylic acid N1=NC(=CC=C1)NC(=O)C1CC12CCN(CC2)C(=O)O